N-[[1-[2-(6-Bromo-7-fluoro-imidazo[1,2-a]pyridin-3-yl)pyrimidin-4-yl]pyrrolidin-3-yl]methyl]methanesulfonamide BrC=1C(=CC=2N(C1)C(=CN2)C2=NC=CC(=N2)N2CC(CC2)CNS(=O)(=O)C)F